4-(3,4-difluorophenyl)-1-(6-(1,3-dimethyl-1H-pyrazol-5-yl)pyrazin-2-yl)piperidin-4-ol FC=1C=C(C=CC1F)C1(CCN(CC1)C1=NC(=CN=C1)C1=CC(=NN1C)C)O